C(C)(=O)OCC(COC(C)=O)C 2-methylpropane-1,3-diyl diacetate